OC(C)C1=C2C=C(C(=NC2=CC(=C1)C)C=1C(=NOC1)C)B(O)O (5-(1-hydroxyethyl)-7-methyl-2-(3-methylisoxazol-4-yl)quinolin-3-yl)boronic acid